(2S,3S,4S,5R)-3-[(tert-butyldimethylsilyl)oxy]-5-(2,4-dioxo-3H-pyrimidin-1-yl)-4-methyloxolane-2-carbaldehyde [Si](C)(C)(C(C)(C)C)O[C@@H]1[C@H](O[C@H]([C@H]1C)N1C(NC(C=C1)=O)=O)C=O